N-((1S)-1-cyclohexyl-2-((2-isopropyl-2-(6-oxo-5,7-diazaspiro[2.5]octan-5-yl)-2,3-dihydro-1H-inden-5-yl)amino)-2-oxoethyl)-1-methyl-1H-pyrazole-5-carboxamide C1(CCCCC1)[C@@H](C(=O)NC=1C=C2CC(CC2=CC1)(N1CC2(CC2)CNC1=O)C(C)C)NC(=O)C1=CC=NN1C